6-(Benzo[c][1,2,5]oxadiazol-5-yl)-3-methyl-3,4-dihydropyridine-1(2H)-carboxylic acid tert-butyl ester C(C)(C)(C)OC(=O)N1CC(CC=C1C1=CC=2C(=NON2)C=C1)C